1,1,1-TRIFLUOROETHANE FC(C)(F)F